2-amino-2-methyl(ethyl)-1,3-propanediol NC(C(O)CC)(CO)C